6-Chloro-3-((1-((1R,2R)-1,2-dimethylcyclopropane-1-carbonyl)-4-hydroxypiperidin-4-yl)methyl)-7-(4-((3R,6S)-6-ethylmorpholin-3-yl)phenyl)-3,7-dihydro-4H-pyrrolo[2,3-d]pyrimidin-4-one ClC1=CC2=C(N=CN(C2=O)CC2(CCN(CC2)C(=O)[C@]2([C@@H](C2)C)C)O)N1C1=CC=C(C=C1)[C@H]1NC[C@@H](OC1)CC